CC1N(CCOC1)C([C@H](C)NC(=O)OC(C)(C)C)=O methyl-(4E)-N-[(2S)-2-(tert-butoxycarbonylamino)propionyl]morpholine